C(C=C)N1C(N(C(NC1=O)=O)CC=C)=O diallyl-cyanuric acid